1-(2-naphthalenylcarbonyl)-L-proline C1=C(C=CC2=CC=CC=C12)C(=O)N1[C@@H](CCC1)C(=O)O